CC12CCCC(CCC1)(C2)C(=O)N 5-methylbicyclo[3.3.1]nonane-1-carboxamide